2-chloro-2,2-difluoro-acetic acid (2-chloro-2,2-difluoro-acetyl) ester ClC(C(=O)OC(C(F)(F)Cl)=O)(F)F